2-Hydroxyglutaric acid diethyl ester C(C)OC(C(CCC(=O)OCC)O)=O